COCCOC1=CC=C(C=C1)N1CCN(CC1)C(CC)=O 1-(4-(4-(2-methoxyethoxy)phenyl)piperazin-1-yl)propan-1-one